(S)-N-(2-fluoro-4-methyl-5-(8-morpholino-2-(trifluoromethyl)imidazo[1,2-a]pyridin-6-yl)phenyl)-3-(2,2,2-trifluoroethyl)pyrrolidine-1-carboxamide FC1=C(C=C(C(=C1)C)C=1C=C(C=2N(C1)C=C(N2)C(F)(F)F)N2CCOCC2)NC(=O)N2C[C@@H](CC2)CC(F)(F)F